Ethyl 2-[2-[3-[2-[[(6-bromo-2-pyridyl)amino]methyl]-5-cyano-phenyl]propoxy]-4-(5,5-dimethyl-1,3,2-dioxaborinan-2-yl)-5-fluoro-phenyl]acetate BrC1=CC=CC(=N1)NCC1=C(C=C(C=C1)C#N)CCCOC1=C(C=C(C(=C1)B1OCC(CO1)(C)C)F)CC(=O)OCC